FC1=C(C=CC(=C1)OC1=NN(C=C1)C=1C=NC(=CC1)C)NC1=NC=NC2=CC(=C(C=C12)NC1CCC2(CN(C2)C(C=C)=O)CC1)OC 1-(7-((4-((2-fluoro-4-((1-(6-methylpyridin-3-yl)-1H-pyrazol-3-yl)oxy)phenyl)amino)-7-methoxyquinazolin-6-yl)amino)-2-azaspiro[3.5]nonan-2-yl)prop-2-en-1-one